1-(chloromethyl)-4-(1-ethylpropoxy)benzene ClCC1=CC=C(C=C1)OC(CC)CC